((R)-1-(2-((S)-4-(2-cyano-4-(3,3-difluoropyrrolidin-1-yl)-4-methylpent-2-enoyl)morpholin-2-yl)acetamido)-2-phenylethyl)boronic acid C(#N)C(C(=O)N1C[C@@H](OCC1)CC(=O)N[C@@H](CC1=CC=CC=C1)B(O)O)=CC(C)(C)N1CC(CC1)(F)F